3-[(3R)-3-[[(benzyloxy)carbonyl]amino]-5,6-difluoro-3,4-dihydro-2H-1-benzopyran-7-yl]-3,8-diazabicyclo[3.2.1]octane-8-carboxylic acid tert-butyl ester C(C)(C)(C)OC(=O)N1C2CN(CC1CC2)C2=CC1=C(C[C@H](CO1)NC(=O)OCC1=CC=CC=C1)C(=C2F)F